FC1=C(C(=CC(=C1)OCCN1CC(C1)CF)F)[C@H]1N([C@@H](CC2=C1NC1=CC=CC=C21)CF)CC(C)(C)F (1R,3S)-1-[2,6-difluoro-4-[2-[3-(fluoromethyl)azetidin-1-yl]ethoxy]phenyl]-3-(fluoromethyl)-2-(2-fluoro-2-methyl-propyl)-1,3,4,9-tetrahydropyrido[3,4-b]indole